(S and R)-1-(3-(6-(2-hydroxy-6-methyl-4-(trifluoromethyl)phenyl)-2H-pyrazolo[3,4-b]pyridin-2-yl)pyrrolidin-1-yl)ethan-1-one OC1=C(C(=CC(=C1)C(F)(F)F)C)C=1C=CC=2C(N1)=NN(C2)[C@@H]2CN(CC2)C(C)=O |r|